1,6-dimethyl-4-(1-(naphthalen-1-ylmethyl)piperidin-4-yl)-1,4-dihydropyrido[2,3-b]pyrazine-2,3-dione CN1C2=C(N(C(C1=O)=O)C1CCN(CC1)CC1=CC=CC3=CC=CC=C13)N=C(C=C2)C